(3R,4S)-4-fluoro-1-(3,3,3-trifluoro-2-methylpropanoyl)pyrrolidin F[C@H]1CCN(C1)C(C(C(F)(F)F)C)=O